8-((5-(4-methylpiperazin-1-yl)pyridin-2-yl)amino)-5-(pyridin-4-yl)-2-((2-(trimethylsilyl)ethoxy)methyl)isoquinolin-1(2H)-one CN1CCN(CC1)C=1C=CC(=NC1)NC=1C=CC(=C2C=CN(C(C12)=O)COCC[Si](C)(C)C)C1=CC=NC=C1